1-benzyl-5-oxo-7-(quinolin-5-ylmethyl)-8-(3-(trifluoromethyl)phenyl)-1,2,3,5-tetrahydroimidazo[1,2-a]pyridine-3-carboxylic acid C(C1=CC=CC=C1)N1CC(N2C1=C(C(=CC2=O)CC2=C1C=CC=NC1=CC=C2)C2=CC(=CC=C2)C(F)(F)F)C(=O)O